CC#CCCCCCCCC#CC tridec-2,11-diyne